(S)-4-(4-(4-cyclopropylpiperazin-1-yl)-[1,4'-bipiperidin]-1'-yl)-6-(methylsulfinyl)-3-((4-(octadecyloxy)phenyl)sulfonyl)quinoline C1(CC1)N1CCN(CC1)C1CCN(CC1)C1CCN(CC1)C1=C(C=NC2=CC=C(C=C12)[S@@](=O)C)S(=O)(=O)C1=CC=C(C=C1)OCCCCCCCCCCCCCCCCCC